3-[[6-[6-(3-cyclopropyl-1,2,4-triazol-1-yl)-2-azaspiro[3.3]heptane-2-carbonyl]-2,6-diazaspiro[3.3]heptane-2-yl]sulfonyl]benzonitrile C1(CC1)C1=NN(C=N1)C1CC2(CN(C2)C(=O)N2CC3(CN(C3)S(=O)(=O)C=3C=C(C#N)C=CC3)C2)C1